3-benzyl-1-methyl-4,5-dihydro-1H-pyrazol-5-one C(C1=CC=CC=C1)C1=NN(C(C1)=O)C